NNCCC N-aminopropylamine